tert-butylcarbazole boron [B].C(C)(C)(C)C1=CC=CC=2C3=CC=CC=C3NC12